FC1=C(C(=CC=C1)OCC1=CC=C(C=C1)OC)C(CC#N)=O 3-(2-fluoro-6-((4-methoxybenzyl)oxy)phenyl)-3-oxopropionitrile